(4-fluoro-2-(2H-1,2,3-triazol-2-yl)phenyl)((1S,4S,6R)-6-((5-(trifluoromethyl)pyridin-2-yl)amino)-2-azabicyclo[2.2.1]heptan-2-yl)methanone FC1=CC(=C(C=C1)C(=O)N1[C@@H]2[C@@H](C[C@H](C1)C2)NC2=NC=C(C=C2)C(F)(F)F)N2N=CC=N2